4-(2-phenylacetamido)butyric acid C1(=CC=CC=C1)CC(=O)NCCCC(=O)O